(1R)-1-[5-(3-Cyclopropyl-5-methylisoxazol-4-yl)-1,3,4-oxadiazol-2-yl]-6-azaspiro[2.5]octan-6-sulfonamid C1(CC1)C1=NOC(=C1C1=NN=C(O1)[C@@H]1CC12CCN(CC2)S(=O)(=O)N)C